2-phenyl-3-(3,3,3-trifluoro-1-(4-isothiocyanatophenyl)propyl)-1H-indole C1(=CC=CC=C1)C=1NC2=CC=CC=C2C1C(CC(F)(F)F)C1=CC=C(C=C1)N=C=S